(R)-(3-methoxyazetidin-1-yl)(3-(4-(3-((2,5,7-trimethyl-[1,2,4]triazolo[1,5-a]pyrimidin-6-yl)oxy)pyrrolidin-1-yl)phenyl)bicyclo[1.1.1]pentan-1-yl)methanone COC1CN(C1)C(=O)C12CC(C1)(C2)C2=CC=C(C=C2)N2C[C@@H](CC2)OC=2C(=NC=1N(C2C)N=C(N1)C)C